3-(aminomethyl)heptane NCC(CC)CCCC